N-(7-((3-Fluorophenoxy)methyl)-2,3-dihydrobenzo[b][1,4]dioxin-5-yl)-5-oxopyrrolidine-2-carboxamide FC=1C=C(OCC=2C=C(C3=C(OCCO3)C2)NC(=O)C2NC(CC2)=O)C=CC1